CN(C)CC1=C(C=C(C=C1)NC(=O)NC1CC2(CN(C2)C(=O)C=2C3=C(N=CN2)C=CS3)C1)C(F)(F)F 1-(4-((dimethylamino)methyl)-3-(trifluoromethyl)phenyl)-3-(2-(thieno[3,2-d]pyrimidine-4-carbonyl)-2-azaspiro[3.3]heptan-6-yl)urea